C(C)(C)(C)C1CCN(CC1)C(=O)C1(CCCC1)OC1=CC(=CN1C)C#N 5-((1-(4-(tert-butyl)piperidine-1-carbonyl)cyclopentyl)oxy)-1-methyl-1H-pyrrole-3-carbonitrile